1-(2-fluoroprop-2-enoyl)piperidin-4-one FC(C(=O)N1CCC(CC1)=O)=C